4-((4-((5-(trifluoromethyl)-pyrimidin-2-yl)amino)piperidin-1-yl)sulfonyl)benzonitrile FC(C=1C=NC(=NC1)NC1CCN(CC1)S(=O)(=O)C1=CC=C(C#N)C=C1)(F)F